C(C)(C)(C)[C@@]1(N(C[C@H](CC1)C)C(=O)O)C1=CC(=CC=C1)OC[C@H]1N(CCC1)C.C(C)(C)(C)OC(=O)NCC(=O)O N-(tert-butoxycarbonyl)glycin tert-Butyl-(2R,5S)-5-methyl-2-[3-[[(2s)-1-methylpyrrolidin-2-yl]methoxy]phenyl]piperidine-1-carboxylate